N-[3-(6-azaspiro[3.4]oct-6-yl)-4-(4-methyl-2-phenylpiperazine-1-carbonyl)phenyl]cyclopropanecarboxamide C1CCC12CN(CC2)C=2C=C(C=CC2C(=O)N2C(CN(CC2)C)C2=CC=CC=C2)NC(=O)C2CC2